C1(=CC(=CC=C1)C(=O)Cl)C1=CC(=CC=C1)C(=O)Cl biphenyl-3,3'-dicarbonyl dichloride